((2R,3S,4R,5R)-5-(4-butyramidopyrrolo[2,1-f][1,2,4]triazin-7-yl)-5-cyano-4-hydroxy-3-(propionyloxy)tetrahydrofuran-2-yl)methyl (tert-butoxycarbonyl)-L-valinate C(C)(C)(C)OC(=O)N[C@@H](C(C)C)C(=O)OC[C@H]1O[C@@]([C@@H]([C@@H]1OC(CC)=O)O)(C#N)C1=CC=C2C(=NC=NN21)NC(CCC)=O